(E)-2-(2,6-dinitro-4-(trifluoromethyl)phenyl)-N,N-dimethylethen-1-amine [N+](=O)([O-])C1=C(C(=CC(=C1)C(F)(F)F)[N+](=O)[O-])/C=C/N(C)C